F[C@@H]1CN(C[C@@H]1NC(=O)C1=NC=C(C2=CC(=NC=C12)NC1=NC(=NC=C1)N1C[C@]([C@@H](CC1)O)(C)F)C(C)C)C(=O)OC(C)(C)C tert-butyl (3R,4S)-3-fluoro-4-(6-((2-((3S,4R)-3-fluoro-4-hydroxy-3-methylpiperidin-1-yl)pyrimidin-4-yl)amino)-4-isopropyl-2,7-naphthyridine-1-carboxamido)pyrrolidine-1-carboxylate